(R)-6'-(4-cyano-2-methoxyphenoxy)-4',5-dimethyl-N-(3-(S-methylsulfonimidoyl)phenyl)-[2,3'-bipyridine]-5'-carboxamide C(#N)C1=CC(=C(OC2=C(C(=C(C=N2)C2=NC=C(C=C2)C)C)C(=O)NC2=CC(=CC=C2)[S@@](=O)(=N)C)C=C1)OC